C1(=CC=CC2=CC=CC=C12)C(CC)O naphthalenylpropanol